C(=O)O.CC(C)O propan-2-ol formate salt